(S)-4-(3-(1-(2-butynoyl)pyrrolidin-2-yl)imidazo[1,5-a]pyrazin-1-yl)-N-(pyridin-2-yl)benzamide C(C#CC)(=O)N1[C@@H](CCC1)C1=NC(=C2N1C=CN=C2)C2=CC=C(C(=O)NC1=NC=CC=C1)C=C2